O1C(CCCC1)N1N=CC(=C1)C1=CC=C(C2=C1N=CS2)C2=CC=C(N=N2)NC2CC1CCC(C2)N1C(=O)OC(C)(C)C tert-butyl (exo)-3-[(6-{4-[1-(oxan-2-yl) pyrazol-4-yl]-1,3-benzothiazol-7-yl}pyridazin-3-yl) amino]-8-azabicyclo[3.2.1]octane-8-carboxylate